C1(CC1)CC(=O)NC1=CC(=C(N=N1)C(=O)NC([2H])([2H])[2H])NC1=NC=CC(=C1OC)C1=NN(C=N1)C 6-(2-Cyclopropylacetylamino)-4-{[3-methoxy-4-(1-methyl-1H-1,2,4-triazol-3-yl)pyridin-2-yl]amino}-N-(2H3)methylpyridazine-3-carboxamide